5-(3-hydroxyoxetan-3-yl)-2-methoxy-N,N-bis(4-methoxybenzyl)benzenesulfonamide OC1(COC1)C=1C=CC(=C(C1)S(=O)(=O)N(CC1=CC=C(C=C1)OC)CC1=CC=C(C=C1)OC)OC